FC=1C(=NC(=NC1)N1CCN(CC1)C)N1CC(C1)C(=O)NC(C)(C)C1=CN=C2N1C=CC=C2F 1-[5-fluoro-2-(4-methylpiperazin-1-yl)pyrimidin-4-yl]-N-(2-{8-fluoroimidazo[1,2-a]pyridin-3-yl}propan-2-yl)azetidine-3-carboxamide